FCC1=C(C(=NO1)C)N1C(N(C2=NC(=NC=C2C1)NC1=C(C=C(C=C1)C1CCN(CC1)C)OC)C1=NC=C(C=C1)OC)=O 3-(5-(fluoromethyl)-3-methylisoxazol-4-yl)-7-((2-methoxy-4-(1-methylpiperidin-4-yl)phenyl)amino)-1-(5-methoxypyridin-2-yl)-3,4-dihydropyrimido[4,5-d]pyrimidin-2(1H)-one